FC=1C=C(C=NC1)C=1C=C(C(C=CC1)=O)O 4-(5-fluoropyridin-3-yl)-2-hydroxycyclohepta-2,4,6-trien-1-one